N-(1-(2,2-difluoroethyl)-1H-pyrazol-4-yl)-4-(3-phenylisoxazolidin-2-yl)-5-(trifluoromethyl)pyrimidin-2-amine FC(CN1N=CC(=C1)NC1=NC=C(C(=N1)N1OCCC1C1=CC=CC=C1)C(F)(F)F)F